ClC=1C=CC(=C(C1)C1=CC(N(C=C1OC)[C@H](C(=O)NC1=CC(=C(C(=O)NC)C=C1)F)CC)=O)N1N=NC(=C1)C(F)(F)F (S)-4-(2-(4-(5-chloro-2-(4-(trifluoromethyl)-1H-1,2,3-triazol-1-yl)phenyl)-5-methoxy-2-oxopyridin-1(2H)-yl)butyramido)-2-fluoro-N-methylbenzamide